6-(4-(4-cyanophenyl)-5-hydroxy-3-methyl-1H-pyrazol-1-yl)-N-methylpyridine C(#N)C1=CC=C(C=C1)C=1C(=NN(C1O)C1=CC=CCN1C)C